2-[1-[2-(6-Azaspiro[2.5]octan-6-yl)-6-methyl-4-oxo-chromen-8-yl]ethylamino]benzoic acid C1CC12CCN(CC2)C=2OC1=C(C=C(C=C1C(C2)=O)C)C(C)NC2=C(C(=O)O)C=CC=C2